4-chloro-3-((2S,3R)-4,4,4-trifluoro-2-(isoquinolin-3-yl)-3-methylbutanylamino)benzene ClC1=C(C=CC=C1)NC[C@H]([C@H](C(F)(F)F)C)C=1N=CC2=CC=CC=C2C1